N-[2-[5,7-difluoro-2-(4-fluorophenyl)-1H-indol-3-yl]ethyl]acetamide FC=1C=C2C(=C(NC2=C(C1)F)C1=CC=C(C=C1)F)CCNC(C)=O